3-((2-isopropylpiperazin-1-yl)methyl)pyridazine hydrochloride Cl.C(C)(C)C1N(CCNC1)CC=1N=NC=CC1